benz[f]isoquinolin-2-yl trifluoromethanesulfonate FC(S(=O)(=O)OC=1N=CC=2C=CC3=C(C2C1)C=CC=C3)(F)F